FC=1C=CN2C1C(NC1=CC(=CC=C21)C(C)N2CCC(=CC2)C=2C=NC(=CC2)C(=O)NC)=O 1'-(1-(3-fluoro-4-oxo-4,5-dihydropyrrolo[1,2-a]quinoxalin-7-yl)ethyl)-N-methyl-1',2',3',6'-tetrahydro-[3,4'-bipyridine]-6-carboxamide